ClC1=C(C=CC(=C1)Cl)NNC(CC1NC(C(C1=O)=C(C)NNC1=CC=C(C=C1)Cl)=O)=O N'-(2,4-dichlorophenyl)-2-(4-(1-(2-(4-chlorophenyl)hydrazino)ethylidene)-3,5-dioxopyrrolidin-2-yl)acetohydrazide